2-(3,5-bis(trifluoromethyl)benzoyl)-3-hydroxy-1H-inden-1-one FC(C=1C=C(C(=O)C=2C(C3=CC=CC=C3C2O)=O)C=C(C1)C(F)(F)F)(F)F